NC1=C(C(=C(C=C1)C=1C(=C2C(=NC1)NC[C@]21C[C@H](CC1)C(=O)NCCO)Cl)F)C(N(C)C)=O (1R,3S)-5'-(4-Amino-3-(dimethylcarbamoyl)-2-fluorophenyl)-4'-chloro-N-(2-hydroxyethyl)-1',2'-dihydrospiro[cyclopentane-1,3'-pyrrolo[2,3-b]pyridine]-3-carboxamide